C(C)N1C(C2=NC(=CC=C2C1=O)NC1=NC=C(C(=N1)N[C@H](CO)C1=CC=CC=C1)C1=NC(=NO1)C1=NC=CC=C1)(C)C (S)-6-ethyl-2-((4-((2-hydroxy-1-phenylethyl)amino)-5-(3-(pyridin-2-yl)-1,2,4-oxadiazol-5-yl)pyrimidin-2-yl)amino)-7,7-dimethyl-6,7-dihydro-5H-pyrrolo[3,4-b]pyridin-5-one